NC1=CC=C(C(=O)OC(C)(C)C)C=C1 tert-Butyl 4-aminobenzoate